3-(5-bromo-1-tosyl-1H-indol-3-yl)propan-1-ol BrC=1C=C2C(=CN(C2=CC1)S(=O)(=O)C1=CC=C(C)C=C1)CCCO